α-allyloxymethylacrylic acid C(C=C)OCC(C(=O)O)=C